ClC=1C=NN(C(C1)=O)CC(=O)O 2-(4-chloro-6-oxopyridazin-1(6H)-yl)acetic acid